N-((6-((4-chlorophenyl)amino)-2-morpholinopyrimidin-4-yl)methyl)-5-methoxypicolinamide ClC1=CC=C(C=C1)NC1=CC(=NC(=N1)N1CCOCC1)CNC(C1=NC=C(C=C1)OC)=O